aminobutylethyl-phthalhydrazide NCCCCN1C(C=2C(C(=O)N1CC)=CC=CC2)=O